O=C1NC(CCC1NC(=O)C1=CC=C(C=N1)N1CCC(CC1)N1CC(C1)C(=O)OC(C)(C)C)=O tert-butyl 1-(1-{6-[(2,6-dioxopiperidin-3-yl)carbamoyl]pyridin-3-yl}piperidin-4-yl)azetidine-3-carboxylate